C(=O)O.COC1=CC=C2C=C(NC2=C1)C=1C(=NC=CC1)C(=O)NC=1C(=NN(C1)CCOCCOC)C1=NC=CC=C1 (6-methoxy-1H-indol-2-yl)-N-(1-(2-(2-methoxyethoxy)ethyl)-3-(pyridin-2-yl)-1H-pyrazol-4-yl)picolinamide formate